(2S,4R)-1-((S)-2-(3-aminopropanamido)-3,3-dimethylbutanoyl)-4-hydroxy-N-((S)-1-(4-(4-Methylthiazol-5-yl)phenyl)ethyl)pyrrolidine-2-carboxamide NCCC(=O)N[C@H](C(=O)N1[C@@H](C[C@H](C1)O)C(=O)N[C@@H](C)C1=CC=C(C=C1)C1=C(N=CS1)C)C(C)(C)C